3-(4-fluoro-2-methyl-phenoxy)-6-methyl-N-[3-(methylsulfonyl)phenyl]pyridazine-4-carboxamide FC1=CC(=C(OC=2N=NC(=CC2C(=O)NC2=CC(=CC=C2)S(=O)(=O)C)C)C=C1)C